dimethyl 3,4-thiophenedicarboxylate S1C=C(C(=C1)C(=O)OC)C(=O)OC